octafluorobutyl-trichlorosilane FC(C(C(F)(F)[Si](Cl)(Cl)Cl)(F)F)C(F)(F)F